(1R,2S)-2-(2-oxo-2-(4-(5-(trifluoromethyl)pyrimidin-2-yl)piperazin-1-yl)ethoxy)cyclopentene O=C(COC1=CCCC1)N1CCN(CC1)C1=NC=C(C=N1)C(F)(F)F